(2-((1R,4R)-2,5-diazabicyclo[2.2.1]hept-2-yl)-5-cyanophenyl)-2-(2-fluoro-6-methoxyphenyl)pyrimidine-4-carboxamide [C@H]12N(C[C@H](NC1)C2)C2=C(C=C(C=C2)C#N)C=2C(=NC(=NC2)C2=C(C=CC=C2OC)F)C(=O)N